2-(5-chloro-(2H)-benzotriazol-2-yl)-4-(methyl)-6-(tertiary butyl)phenol ClC1=CC=2C(=NN(N2)C2=C(C(=CC(=C2)C)C(C)(C)C)O)C=C1